FC1=CC(=CC=2N=C(OC21)C=2C=C(C=CC2)C2=C(C=C(C=C2)F)C2=NN=CN2C)CN[C@H]2[C@H](CCC2)O (1s,2r)-2-(((7-fluoro-2-(4'-fluoro-2'-(4-methyl-4H-1,2,4-triazol-3-yl)-[1,1'-biphenyl]-3-yl)benzo[d]oxazol-5-yl)methyl)amino)cyclopentan-1-ol